N1(CC=CC1)C1=NC=2N=CN=CC2C=C1C1=CC=CC=C1 7-(2,5-dihydropyrrol-1-yl)-6-phenyl-pyrido[6,5-d]pyrimidin